6-[2-chloro-3-(4,4,5,5-tetramethyl-1,3,2-dioxaborolan-2-yl)phenyl]-2-methoxy-pyridine-3-carbaldehyde ClC1=C(C=CC=C1B1OC(C(O1)(C)C)(C)C)C1=CC=C(C(=N1)OC)C=O